N-benzyl-N-(2,3-dihydro-1H-inden-4-yl)acrylamide C(C1=CC=CC=C1)N(C(C=C)=O)C1=C2CCCC2=CC=C1